N1([C@@H](CCC1)C(=O)OCCl)C(=O)OC(C)(C)C (S)-tert-Butyl chloromethyl pyrrolidine-1,2-dicarboxylate